1-[4-(2,3-dihydro-1,4-benzodioxin-2-yl)benzyl]azetidine-3-carbonitrile O1C(COC2=C1C=CC=C2)C2=CC=C(CN1CC(C1)C#N)C=C2